4-(3-amino-5-(cyclohex-1-en-1-yl)pyridin-4-yl)-2-chloro-N-(5-chloro-6-(2H-1,2,3-triazol-2-yl)pyridin-3-yl)-5-fluorobenzamide NC=1C=NC=C(C1C1=CC(=C(C(=O)NC=2C=NC(=C(C2)Cl)N2N=CC=N2)C=C1F)Cl)C1=CCCCC1